O1CCN(CC1)C=1C2=C(N=C(N1)C=1C=C(C=CC1)NC(C1=CC=NC=C1)=O)C=C(S2)C2=CC=NC=C2 N-(3-(4-morpholino-6-(pyridin-4-yl)thieno[3,2-d]pyrimidin-2-yl)phenyl)isonicotinamide